C(CCCC=O)=NO glutaraldehyde oxime